N3-(3-Aminopentyl)-1,3-pentan-diamin NC(CCNC(CCN)CC)CC